(E) or (Z)-1-butyl-4-(benzyloxyimino)-3-methyl-9-oxo-4,9-dihydro-1H-naphtho[2,3-d]imidazolium C(CCC)[NH+]1CN(C2=C1C(C1=CC=CC=C1C2=NOCC2=CC=CC=C2)=O)C